Tert-butyl (1R,4R)-4-(1-chloro-4-methylpyrido[3,4-d]pyridazin-7-yl)cyclohexane-1-carboxylate ClC1=C2C(=C(N=N1)C)C=NC(=C2)C2CCC(CC2)C(=O)OC(C)(C)C